ruthenium (II) tris(triphenylphosphine) dichloride [Cl-].[Cl-].C1(=CC=CC=C1)P(C1=CC=CC=C1)C1=CC=CC=C1.C1(=CC=CC=C1)P(C1=CC=CC=C1)C1=CC=CC=C1.C1(=CC=CC=C1)P(C1=CC=CC=C1)C1=CC=CC=C1.[Ru+2]